[Zr].[Ti].[Al].[Cr].[Co] cobalt-chromium aluminum-titanium-zirconium